4-(4-ethoxymethyl-2,5-dioxoimidazolidin-4-yl)benzoic acid C(C)OCC1(NC(NC1=O)=O)C1=CC=C(C(=O)O)C=C1